C1(CCC1)CN1C(N(CC12CCC(CC2)(C2=CC=CC=C2)N(C)C)CC2=NC=CC=C2)=O 1-(cyclobutyl-methyl)-8-dimethylamino-8-phenyl-3-(pyridin-2-ylmethyl)-1,3-diazaspiro[4.5]decan-2-one